FC=1C=CC2=C(N=C(S2)C([C@H](C[C@H]2C(NCC2)=O)NC(OC(C)(C)C)=O)=O)C1 tert-Butyl ((S)-1-(5-fluorobenzo[d]thiazol-2-yl)-1-oxo-3-((S)-2-oxo pyrrolidin-3-yl)propan-2-yl)carbamate